4-((2-methylquinolin-6-yl)methyl)morpholine CC1=NC2=CC=C(C=C2C=C1)CN1CCOCC1